CN(CCCNC(=O)C1=CSC(=C1)C=1C=C2C=CC=NC2=C(C1)OCC1=CC=C(C=C1)OC)C N-(3-(dimethylamino)propyl)-5-(8-((4-methoxybenzyl)oxy)quinolin-6-yl)thiophene-3-carboxamide